FC1=CC=C(C=C1)C1=NC=CC(=C1)N 2-(4-fluorophenyl)pyridin-4-amine